FC1=C(C=CC(=N1)SC1CCN(CC1)C(=O)OC(C)(C)C)CO Tert-butyl 4-((6-fluoro-5-(hydroxymethyl)pyridin-2-yl)thio)piperidine-1-carboxylate